FC1(CC=C(C#N)C=C1)C1NC2=CC=CC=C2CC1 4-fluoro-4-(1,2,3,4-tetrahydroquinoline-2-yl)benzonitrile